C(C)(C)(C)OC(=O)NC1CC(C1)C(=O)O (1s,3s)-3-((tert-butyloxycarbonyl)amino)cyclobutanecarboxylic acid